NC1=NC(=CC(=N1)C(=O)O)C1=C(C=CC=C1)O 2-amino-6-(2-hydroxyphenyl)pyrimidine-4-carboxylic acid